3,5-dimethyl-1H-pyrazol-4-ol CC1=NNC(=C1O)C